(S)-5-(((tert-butyldimethylsilyl)oxy)methyl)-6-nitro-1-(1-(3-(trifluoromethoxy)phenyl)ethyl)quinoxalin-2(1H)-one [Si](C)(C)(C(C)(C)C)OCC1=C2N=CC(N(C2=CC=C1[N+](=O)[O-])[C@@H](C)C1=CC(=CC=C1)OC(F)(F)F)=O